1-(2-(methylamino)phenyl)ethan-1-one CNC1=C(C=CC=C1)C(C)=O